[Al].N(=O)N(O)C1=CC=CC=C1 N-nitroso-N-phenylhydroxylamine aluminum